Dimethylmalonic acid, 2-ethylhexyl octyl ester CC(C(=O)OCC(CCCC)CC)(C(=O)OCCCCCCCC)C